9,9-bis[4-(2-hydroxyethoxy)-3-methylphenyl]fluorene tert-butyl-(2-((benzo[d]thiazol-2-ylsulfonyl)methyl)pyrimidin-5-yl)carbamate C(C)(C)(C)N(C(O)=O)C=1C=NC(=NC1)CS(=O)(=O)C=1SC2=C(N1)C=CC=C2.OCCOC2=C(C=C(C=C2)C2(C1=CC=CC=C1C=1C=CC=CC21)C2=CC(=C(C=C2)OCCO)C)C